FC1=C(C=C(C(=C1)OC1=CC=NC2=CC(=C(C=C12)OC)OCCCN1CCOCC1)F)NC(=O)C=1C=NC(=CC1OC)NCC1=CC=C(C=C1)OC N-[2,5-difluoro-4-({6-methoxy-7-[3-(morpholin-4-yl)propoxy]quinolin-4-yl}oxy)-phenyl]-4-methoxy-6-{[(4-methoxyphenyl)methyl]amino}-pyridine-3-carboxamide